NC1=CC=CC(=N1)S(=O)(=O)NC(=O)C=1C(=NC(=CC1)C1=CC(=CC(=C1)OCC(C)C)F)OC1=C(C=C(C=C1C)C(C1=CC=CC=C1)=O)C N-[(6-Amino-2-pyridyl)sulfonyl]-2-(4-benzoyl-2,6-dimethyl-phenoxy)-6-(3-fluoro-5-isobutoxyphenyl)pyridin-3-carboxamid